(S)-3-(1-(carboxymethyl)piperidin-4-yl)-2-(methylamino)propanoic acid C(=O)(O)CN1CCC(CC1)C[C@@H](C(=O)O)NC